FC(C(=O)O)(F)F.NC1=CC=CC=C1 aniline trifluoroacetate